(R)-2-(2-isopropylphenyl)-9-(1-(4-(1-methyl-4-(trifluoromethyl)-1H-imidazol-2-yl)phenyl)ethyl)-7,9-dihydro-8H-purin-8-one C(C)(C)C1=C(C=CC=C1)C1=NC=C2NC(N(C2=N1)[C@H](C)C1=CC=C(C=C1)C=1N(C=C(N1)C(F)(F)F)C)=O